FC1=CC2=C(N=CS2)C=C1N 6-fluorobenzo[d]-thiazol-5-amine